C(C)(C)(C)OC(=O)N1C2CC(CC1CC2)(O)C(N[C@@H](CCCO)C2=CC(=CC(=C2)F)F)=O 3-(((S)-1-(3,5-difluorophenyl)-4-hydroxybutyl)carbamoyl)-3-hydroxy-8-azabicyclo[3.2.1]octane-8-carboxylic acid tert-butyl ester